ClC1=CC(=C(C=C1)C=1CCCC2=C(C1C1=CC=C(C=C1)CC1CN(C1)CCCF)C=CC=C2)C(F)F 8-(4-Chloro-2-(difluoromethyl)phenyl)-9-(4-((1-(3-fluoropropyl)azetidin-3-yl)methyl)phenyl)-6,7-dihydro-5H-benzo[7]annulen